C(C=C)(=O)OC1C(N(C(CC1)(C)C)C)(C)C N-methyl-2,2,6,6-tetramethylpiperidyl acrylate